C(C)S(=O)(=O)C1=CC=C(CNC(=O)C2=CC3=C(N(C(=N3)C(F)(F)F)CC3=CC=C(C=C3)OC(F)(F)F)C=C2)C=C1 N-(4-(ethylsulfonyl)benzyl)-1-(4-(trifluoromethoxy)benzyl)-2-(trifluoromethyl)-1H-benzo[d]imidazole-5-carboxamide